[K].N1C=NC=C1 imidazole potassium salt